CC(C1=CC=CC=C1)S 1-phenethyl mercaptan